(3R,4R)-3-((3-(4-amino-2-methylpyrido[3,2-d]pyrimidin-6-yl)phenyl)ethynyl)-3-hydroxy-1,4-dimethylpyrrolidin-2-one NC=1C2=C(N=C(N1)C)C=CC(=N2)C=2C=C(C=CC2)C#C[C@]2(C(N(C[C@H]2C)C)=O)O